(4-amino-1,3-dihydrofuro[3,4-c]quinolin-8-yl)-[(3R)-3-[6-(trifluoromethoxy)-3-pyridyl]morpholin-4-yl]methanone NC1=NC=2C=CC(=CC2C2=C1COC2)C(=O)N2[C@@H](COCC2)C=2C=NC(=CC2)OC(F)(F)F